ClCC(=O)OC(CN1N=CN=C1)(CN1N=CN=C1)C1=C(C=C(C=C1)F)F 2-(2,4-difluorophenyl)-1,3-di(1H-1,2,4-triazol-1-yl)propan-2-yl 2-chloroacetate